N-(1-cyclobutylcyclobutyl)-6-[(2,6-difluoro-4-pyridinyl)amino]-3-methoxy-pyridine-2-carboxamide C1(CCC1)C1(CCC1)NC(=O)C1=NC(=CC=C1OC)NC1=CC(=NC(=C1)F)F